CC=1NC(C=2SC=C3OCCCC1C23)=O 5-methyl-4,6,7,8-tetrahydro-3H-9-oxa-2-thia-4-azabenzo[cd]azulen-3-one